FCC(=O)N(CC1C(NCC1)=O)NC(=O)[C@H](CC(C)C)NC(=O)C=1NC2=CC=CC=C2C1 N-[(1S)-1-[[(2-fluoroacetyl)-[(2-oxo-pyrrolidin-3-yl)methyl]amino]carbamoyl]-3-methyl-butyl]-1H-indole-2-carboxamide